BrC1=CC(=C2C(=NN(C2=C1)C)I)C(F)(F)F 6-bromo-3-iodo-1-methyl-4-(trifluoromethyl)indazole